[1-(4-fluorophenyl)-8-methoxy-9-(1-methylpyrazol-3-yl)-5,6-dihydropyrrolo[2,1-a]isoquinolin-3-yl]-[(2R)-2-[(1R)-1-hydroxyethyl]-2-methyl-pyrrolidin-1-yl]methanone FC1=CC=C(C=C1)C=1C=C(N2C1C1=CC(=C(C=C1CC2)OC)C2=NN(C=C2)C)C(=O)N2[C@@](CCC2)(C)[C@@H](C)O